FC1=C(C(=C(C(=C1F)F)F)NCC1=CC=C(C=C1)OC)S(=O)(=O)N(C)C 2,3,4,5-tetrafluoro-6-((4-methoxybenzyl)amino)-N,N-dimethylbenzenesulfonamide